OC1(CCN2CCC(CC2C1)=CC(=O)OC)C1=C(C=CC=C1)OC Methyl 2-(8-hydroxy-8-(2-methoxyphenyl)dihydro-1H-quinolizin-2(6H,7H,8H,9H,9aH)-ylidene)acetate